octyltin triacetate C(C)(=O)[O-].C(C)(=O)[O-].C(C)(=O)[O-].C(CCCCCCC)[Sn+3]